NC=1C2=C(N=C(N1)Cl)N(C=C2)[C@H]2C[C@@H]([C@@](O2)(C#C)CO[Si](C)(C)C(C)(C)C)O (2R,3S,5R)-5-(4-amino-2-chloro-7H-pyrrolo[2,3-d]pyrimidin-7-yl)-2-(((tert-butyldimethylsilyl)oxy)methyl)-2-ethynyltetrahydrofuran-3-ol